OCC1(O)[C@@H](O)[C@H](O)[C@H](O)[C@H](O1)CO D-altro-Hept-2-ulopyranose